(2E)-3-(3-Fluorophenyl)-1-(4-fluorophenyl)prop-2-en-1-on FC=1C=C(C=CC1)/C=C/C(=O)C1=CC=C(C=C1)F